chromium silicon phosphorus titanium [Ti].[P].[Si].[Cr]